5,5'-carbonyl-bis(isobenzofuran-1,3-dione) C(=O)(C=1C=C2C(OC(C2=CC1)=O)=O)C=1C=C2C(OC(C2=CC1)=O)=O